COC1=CC=C(CS(=O)CC(=O)C2=NC=C(C=C2)C2=NOC(=N2)C(F)(F)F)C=C1 2-((4-methoxybenzyl)sulfinyl)-1-(5-(5-(trifluoromethyl)-1,2,4-oxadiazol-3-yl)pyridin-2-yl)ethan-1-one